(S)-1-(3-((7-chloro-1-methyl-6-(pyrazolo[1,5-a]pyrazin-3-yloxy)-1H-imidazo[4,5-b]pyridin-2-yl)amino)-5-(trifluoromethyl)phenyl)pyrrolidin-3-ol ClC1=C2C(=NC=C1OC=1C=NN3C1C=NC=C3)N=C(N2C)NC=2C=C(C=C(C2)C(F)(F)F)N2C[C@H](CC2)O